NC=1C(=C(C=CC1)S(=O)(=O)N=CN(C)C)C=1C=NC=C(C1)C(F)(F)F amino-N-[(dimethylamino)methylene]-2-[5-(trifluoromethyl)pyridin-3-yl]benzene-sulfonamide